6-(3-ethyl-1-benzofuran-5-yl)-2-methyl-N-{1-[3-(1-methyl-1H-pyrazol-4-yl)phenyl]ethyl}pyrimidin C(C)C1=COC2=C1C=C(C=C2)C2=CC=NC(N2C(C)C2=CC(=CC=C2)C=2C=NN(C2)C)C